1-((3R,4R)-3-(difluoromethoxy)-1-(1H-pyrazolo[3,4-b]pyridin-5-yl)piperidin-4-yl)-1-methyl-3-(1-methyl-2-oxo-5-(trifluoromethyl)-1,2-dihydropyridin-3-yl)urea FC(O[C@@H]1CN(CC[C@H]1N(C(=O)NC=1C(N(C=C(C1)C(F)(F)F)C)=O)C)C=1C=C2C(=NC1)NN=C2)F